ClC=1C=C(C=2N=CN=C(C2N1)N)C1CC1 6-chloro-8-cyclopropylpyrido[3,2-d]pyrimidin-4-amine